dimethyl 1-methyl-3-phenylmethoxy-5,7-dihydrocyclopenta[c]pyridine-6,6-dicarboxylate CC1=NC(=CC2=C1CC(C2)(C(=O)OC)C(=O)OC)OCC2=CC=CC=C2